3-(3,4-Difluoro-phenyl)-N-(2,6-dimethyl-4-morpholin-4-yl-phenyl)-propionamide FC=1C=C(C=CC1F)CCC(=O)NC1=C(C=C(C=C1C)N1CCOCC1)C